3-((S)-3-((R)-8-(4'-(1-aminocyclopropyl)-6-methoxybiphenyl-3-ylsulfonyl)-1-oxa-8-azaspiro[4.5]decan-3-ylamino)-2-hydroxypropoxy)-N-methylbenzenesulfonamide NC1(CC1)C1=CC=C(C=C1)C1=CC(=CC=C1OC)S(=O)(=O)N1CCC2(C[C@H](CO2)NC[C@@H](COC=2C=C(C=CC2)S(=O)(=O)NC)O)CC1